ClC1=NC=CC(=C1[N+](=O)[O-])C 2-chloro-4-methyl-3-nitro-pyridine